C(C)(C)(C)OC(=O)N1CC(C1)\C=C\P(=O)(OCC)OCC.CC(C(C(=O)N)N(S(=O)(=O)C)C)C 3-methyl-2-(N-methylmethanesulfonamido)butanamide (E)-tert-butyl-3-(2-(diethoxyphosphoryl)vinyl)azetidine-1-carboxylate